N-[4-fluoro-5-[2-methoxy-6-(trifluoromethyl)pyridin-4-yl]-2-[rac-(3R,5S)-3,4,5-trimethylpiperazin-1-yl]phenyl]-6-oxo-4-(trifluoromethyl)-1H-pyridine-3-carboxamide FC1=CC(=C(C=C1C1=CC(=NC(=C1)C(F)(F)F)OC)NC(=O)C1=CNC(C=C1C(F)(F)F)=O)N1C[C@H](N([C@H](C1)C)C)C |r|